(1S,3R)-3-acetamido-N-(5-chloro-4-(1,1-dimethyl-2,3-dihydro-1H-benzo[d]pyrrolo[1,2-a]imidazol-7-yl)pyridin-2-yl)cyclopentane-1-carboxamide C(C)(=O)N[C@H]1C[C@H](CC1)C(=O)NC1=NC=C(C(=C1)C1=CC2=C(N=C3N2C(CC3)(C)C)C=C1)Cl